N-[4-(3-Cyanophenyl)-5-(2,6-dimethyl-4-pyridyl)thiazol-2-yl]-1,1-dioxo-1,4-thiazinan-4-carboxamid C(#N)C=1C=C(C=CC1)C=1N=C(SC1C1=CC(=NC(=C1)C)C)NC(=O)N1CCS(CC1)(=O)=O